P(=O)(OC1=CC=C(C=C1)C(C)(C)C)(OC1=CC=C(C=C1)C(C)(C)C)OC1=CC=C(C=C1)C(C)(C)C tris-(p-tert-butylphenyl) phosphate